CN(C(C=C)=O)C=1C=C2C=C(N(C2=CC1)C1=CC=C(C=C1)C(F)(F)F)C N-methyl-N-[2-methyl-1-[4-(trifluoromethyl)phenyl]indol-5-yl]acrylamide